C(C)(C)(C)[C@@]1(OCC[C@H](CNC1)O[Si](C)(C)C(C)(C)C)COCC1=CC=CC=C1 |o1:8| tert-butyl-(2S,6R*)-2-[(benzyloxy)methyl]-6-[(tert-butyldimethylsilyl)oxy]-1,4-oxazocane